NC1=NC=C(C2=C1C=NN2)NC(=O)C(=O)N(CC2=NC=C(C=C2)F)CC2=NC=C(C=C2C)F N-(4-amino-1H-pyrazolo[4,3-c]pyridin-7-yl)-N'-[(5-fluoro-3-methyl-2-pyridyl)methyl]-N'-[(5-fluoro-2-pyridyl)methyl]oxamide